C(C)OC(=O)C=1C=NN2C1N=C(C=C2C)C2=CC(=CC=C2)Br 5-(3-bromophenyl)-7-methylpyrazolo[1,5-a]Pyrimidine-3-carboxylic acid ethyl ester